1-(2-ethyl-4-fluorophenyl)-3-(6-oxo-1,6-dihydropyridin-3-yl)-7-(trifluoromethyl)-2,3-dihydroquinazolin-4(1H)-one C(C)C1=C(C=CC(=C1)F)N1CN(C(C2=CC=C(C=C12)C(F)(F)F)=O)C1=CNC(C=C1)=O